COCCOCCOCCOCCOCCC(=O)N 2,5,8,11,14-pentaoxaheptadecan-17-amide